1-(4-(1-methyl-1H-imidazol-4-yl)-5-((4-(trifluoromethyl)phenyl)amino)isoindolin-2-yl)prop-2-en-1-one CN1C=NC(=C1)C1=C2CN(CC2=CC=C1NC1=CC=C(C=C1)C(F)(F)F)C(C=C)=O